2-(2-(4-methylcyclohex-3-en-1-yl)propyl)cyclopentane-1-one methyl-2-(4-amino-3-methyl-1H-pyrazol-1-yl)-2-methylpropionate COC(C(C)(C)N1N=C(C(=C1)N)C)=O.CC1=CCC(CC1)C(CC1C(CCC1)=O)C